3-(2-Chloro-4-methylpyridin-3-yl)-7-(4-ethyl-3-(hydroxymethyl)-5-oxo-4,5-dihydro-1H-1,2,4-triazol-1-yl)-6-fluoro-1-isopropyl-2,3-dihydroquinazolin-4(1H)-one ClC1=NC=CC(=C1N1CN(C2=CC(=C(C=C2C1=O)F)N1N=C(N(C1=O)CC)CO)C(C)C)C